FC1=C(C=CC(=N1)C(=O)NC([2H])([2H])[2H])N1CCNCC1 6-fluoro-N-(methyl-d3)-5-(piperazin-1-yl)picolinamide